1,3,7-trimethyl-8-(2-nitrobenzenesulfonyl)-1H-purine-2,6(3H,7H)-dione CN1C(N(C=2N=C(N(C2C1=O)C)S(=O)(=O)C1=C(C=CC=C1)[N+](=O)[O-])C)=O